1,3-diphenyl-4,5-dioxo-imidazoline C1(=CC=CC=C1)N1CN(C(C1=O)=O)C1=CC=CC=C1